1-((12aS)-10-chloro-9-(2-fluoro-6-hydroxyphenyl)-7-((2-isopropyl-4-methylpyridin-3-yl)oxy)-3,4,12,12a-tetrahydro-6H-benzo[f]pyrazino[2,1-c][1,4]oxazepin-2(1H)-yl)prop-2-en-1-one ClC1=C(C=C(C=2CN3[C@H](COC21)CN(CC3)C(C=C)=O)OC=3C(=NC=CC3C)C(C)C)C3=C(C=CC=C3O)F